O=C1NC(CCC1N1C(C2=CC=C(C=C2C1=O)CN1CCC(CC1)N1C2=C(OCC1)C=C(C=C2)F)=O)=O 2-(2,6-dioxopiperidin-3-yl)-5-((4-(7-fluoro-2,3-dihydro-4H-benzo[b][1,4]oxazin-4-yl)piperidin-1-yl)methyl)isoindoline-1,3-dione